6-((3-((3R,5R)-5-(4-chlorophenyl)tetrahydro-furan-3-yl)-1,2,4-oxadiazol-5-yl)methyl)pyrido[2,3-d]pyridazin-5(6H)-one ClC1=CC=C(C=C1)[C@H]1C[C@@H](CO1)C1=NOC(=N1)CN1N=CC2=C(C1=O)C=CC=N2